(9,9-dimethyl-9H-fluoren-4-yl)-(9,9-dimethyl-9H-fluoren-2-yl)-amine CC1(C2=CC=CC=C2C=2C(=CC=CC12)NC1=CC=2C(C3=CC=CC=C3C2C=C1)(C)C)C